FC1(C(CN(CC1)C=1C(=NC2=CC=C(C=C2N1)F)C(=O)N)C)F 3-(4,4-difluoro-3-methylpiperidin-1-yl)-6-fluoroquinoxaline-2-carboxamide